5-((2-bromo-5-methoxybenzyl)thio)-3-(4-chlorophenyl)-1,2,4-thiadiazole BrC1=C(CSC2=NC(=NS2)C2=CC=C(C=C2)Cl)C=C(C=C1)OC